BrC1=CC=C(C=C1)C1=CCN(CS1)C1=CC=CC=C1 6-(4-bromophenyl)-3-phenyl-2H-1,3-thiazine